2-Fluoromethyl-Piperazine, Diacetate Salt C(C)(=O)O.C(C)(=O)O.FCC1NCCNC1